ethyl 2-(6-bromo-4-(difluoromethyl)-5-fluoro-1-oxo-3,4-dihydroisoquinolin-2(1H)-yl)acetate BrC=1C(=C2C(CN(C(C2=CC1)=O)CC(=O)OCC)C(F)F)F